BrC=1C(=NC(=CC1)S(=O)(=O)CCOC)OC 3-bromo-2-methoxy-6-((2-methoxyethyl)sulfonyl)pyridine